FC(C1=NN=C(S1)C1=NC(=C2N1C=C(C=C2F)S(=O)(=O)NC2(CC2)C)I)F 3-(5-(difluoromethyl)-1,3,4-thiadiazol-2-yl)-8-fluoro-1-iodo-N-(1-methylcyclopropyl)imidazo[1,5-a]pyridine-6-sulfonamide